CC1(CN(CCN1C)C1=NC=2N(C=C1)N=CC2C(=O)N)C 5-(3,3,4-trimethylpiperazin-1-yl)pyrazolo[1,5-a]pyrimidine-3-carboxamide